Methyl 2-[(4-bromo-2-fluoro-5-methyl-phenyl)methyl]-3-[(3S)-4,4-dimethyltetrahydrofuran-3-yl]benzimidazole-5-carboxylate BrC1=CC(=C(C=C1C)CC=1N(C2=C(N1)C=CC(=C2)C(=O)OC)[C@@H]2COCC2(C)C)F